COC1=CC=C(C=C1)C=1C=NC=2N(C1)N=CC2C2=C1C=CC=NC1=CC=C2 5-[6-(4-methoxyphenyl)pyrazolo[1,5-a]pyrimidin-3-yl]-quinoline